C(C)(C)(C)C1=NN2C(N=C(C3=CC=CC=C23)C2=CC=NC=C2)=C1 (tert-butyl)-5-(pyridin-4-yl)pyrazolo[1,5-a]quinazoline